C(C)C(CC1=CC=CC=2N(N=NC21)C)CCCC (2-ethylhexyl)-methyl-1H-benzotriazole